5-fluoro-2-[3-(4-isoquinolinyl)-6-methoxy-2,4-dioxo-1H-quinazolin-7-yl]-4-methoxy-benzonitrile FC=1C(=CC(=C(C#N)C1)C1=C(C=C2C(N(C(NC2=C1)=O)C1=CN=CC2=CC=CC=C12)=O)OC)OC